(R)-1-(pyrimidin-2-yl)ethanamine hydrochloride Cl.N1=C(N=CC=C1)[C@@H](C)N